4-((5-(4-(4-amino-3-(4-phenoxyphenyl)-1H-pyrazolo[3,4-d]pyrimidin-1-yl)piperidine-1-yl)-5-oxopentyl)thio)-2-(2,6-dioxopiperidin-3-yl)isoindoline-1,3-dione NC1=C2C(=NC=N1)N(N=C2C2=CC=C(C=C2)OC2=CC=CC=C2)C2CCN(CC2)C(CCCCSC2=C1C(N(C(C1=CC=C2)=O)C2C(NC(CC2)=O)=O)=O)=O